N-(4-methyl-3-(2-(methylthio)-8,9-dihydroimidazo[1',2':1,6]pyrido[2,3-d]pyrimidin-6-yl)phenyl)-4-(trifluoromethyl)picolinamide CC1=C(C=C(C=C1)NC(C1=NC=CC(=C1)C(F)(F)F)=O)C1=CC2=C(N=C(N=C2)SC)N2C1=NCC2